(S)-oxetane-2-ylmethylmethanesulfonate O1[C@@H](CC1)CCS(=O)(=O)[O-]